COC1=CC=C(C=C1)CN(C=1C(=C(C(=CC1)C(F)(F)F)C(CC(CC(=O)OC)=O)O)F)CC1=CC=C(C=C1)OC methyl 5-[3-[bis[(4-methoxyphenyl)methyl]amino]-2-fluoro-6-(trifluoromethyl)phenyl]-5-hydroxy-3-oxo-pentanoate